C(C)(=O)C=1C(=NC(=CC1)N1C=NC2=C1C=CC(=C2)CN2C(CCC2)=O)N2N=C(C=C2C)C#N 1-[3-acetyl-6-[5-[(2-oxopyrrolidin-1-yl)methyl]benzimidazol-1-yl]-2-pyridinyl]-5-methyl-pyrazol-3-carbonitrile